C1CC12OC[C@H](C2)OC2=NN=C(S2)NC(=O)C=2C=NC(=CC2C2=C(C(=NC=C2OC)C)F)C N-(5-(((S)-4-oxaspiro(2.4)heptan-6-yl)oxy)-1,3,4-thiadiazol-2-yl)-3'-fluoro-5'-methoxy-2',6-dimethyl-(4,4'-bipyridine)-3-carboxamide